CCCOC(=O)C n-Propyl Acetate